methyl glycolate (methyl 2-hydroxy-3-butenoate) CC(C(=O)O)(C=C)O.C(CO)(=O)OC